ethyl (S)-3-(3-(4-hydroxy-1,5-dimethyl-2-oxo-1,2-dihydropyridin-3-yl)ureido)-3-(2-methyl biphenyl-3-yl)propanoate OC1=C(C(N(C=C1C)C)=O)NC(N[C@@H](CC(=O)OCC)C=1C(=C(C=CC1)C1=CC=CC=C1)C)=O